C(C)OC(=O)C1=C(NC=2C(N(C=C(C21)C#CC2(CCCC2)O)C)=O)C.CC2=CC1=C(N=CN1)C=C2C 5,6-dimethyl-benzoimidazole ethyl-4-[2-(1-hydroxycyclopentyl)ethynyl]-2,6-dimethyl-7-oxo-1H-pyrrolo[2,3-c]pyridine-3-carboxylate